FC1=C(C(=CC(=C1)C1=NC(=CC(=N1)OC(C)C)C)F)N1CC(CC1)CC(=O)O {1-[2,6-difluoro-4-(4-isopropoxy-6-methyl-pyrimidin-2-yl)-phenyl]-pyrrolidin-3-yl}-acetic acid